ClC=1SC2=C(N1)C=CC(=C2)Cl 2,6-dichlorobenzo[d]thiazole